[Si](C)(C)(C(C)(C)C)O[C@@H]1C[C@H](O[C@H]1N1C=2N=C(NC(C2N=C1)=O)NC(C(C)C)=O)CNS(OC1=CC=C(C=C1)[N+](=O)[O-])(=O)=O (4-nitrophenyl) N-[[(2S,4R,5R)-4-[tert-butyl(dimethyl)silyl]oxy-5-[2-(2-methylpropanoylamino)-6-oxo-1H-purin-9-yl]tetrahydrofuran-2-yl]methyl]sulfamate